5-(5-methyl-1H-pyrazol-3-yl)-3-(1-(o-tolyl)cyclopropyl)-1,2,4-oxadiazole CC1=CC(=NN1)C1=NC(=NO1)C1(CC1)C1=C(C=CC=C1)C